4-(2-((3-(difluoro-methyl)-1-methyl-1H-pyrazol-4-yl)sulfonyl)propan-2-yl)-N-(6-methyl-pyridin-3-yl)piperidine FC(C1=NN(C=C1S(=O)(=O)C(C)(C)C1CCN(CC1)C=1C=NC(=CC1)C)C)F